5-(5-Chloro-2-{[(3S)-3-(morpholin-4-ylmethyl)-3,4-dihydroisoquinolin-2(1H)-yl]carbonyl}phenyl)-N-(4-cyanophenyl)-1,2-dimethyl-1H-pyrrole-3-carboxamide ClC=1C=CC(=C(C1)C1=CC(=C(N1C)C)C(=O)NC1=CC=C(C=C1)C#N)C(=O)N1CC2=CC=CC=C2C[C@H]1CN1CCOCC1